[I-].C[N+]=1C=CN2C1C=CC=C2 1-methylimidazo[1,2-a]pyridin-1-ium iodide